ClC1=C(C=C(C=C1N[C@@H](C)[C@@H]1[C@@H](CNCC1)C)C1=NNC(O1)=O)F 5-[4-Chloro-3-fluoro-5-({(1S)-1-[(3S,4S)-3-methylpiperidin-4-yl]ethyl}amino)phenyl]-1,3,4-oxadiazol-2(3H)-one